N1=CC=C(C2=CC=C3C(=CC=NC3=C12)C(=O)O)C(=O)O phenanthroline-4,7-dicarboxylic acid